FC=1C=C(CC2=NC(N=C2)=O)C=C(C1O)F 3,5-difluoro-4-hydroxybenzyl-imidazolone